C(C1=CC=CC=C1)OC=1C=C2CCC(C(C2=C(C1)Br)=O)(F)Br 6-(benzyloxy)-2,8-dibromo-2-fluoro-3,4-dihydronaphthalen-1(2H)-one